C(C)(=O)C=1C=C(C=CC1OC[C@@H](CNC(C)(C)C)O)NC(N(CC)CC)=O |r| (RS)-N'-{3-acetyl-4-[3-(tert-butylamino)-2-hydroxypropoxy]phenyl}-N,N-diethylurea